O[C@H]1[C@@H](CCCC1)NC(C)=O |r| (±)-N-[(trans)-2-hydroxycyclohexyl]acetamide